ClC=1C=C(CN2C(N(C=3N=C(N(C3C2=O)C)NC2=CC(=NC=C2)[C@H]2[C@@H](C2)CO)C)=O)C=CC1Cl |r| (±)-trans-1-(3,4-dichlorobenzyl)-8-((2-(2-(hydroxymethyl)cyclopropyl)pyridin-4-yl)amino)-3,7-dimethyl-1H-purine-2,6(3H,7H)-dione